BrC=1C(=CSC1)C1CN(C1)C(=O)OC(C)(C)C tert-butyl 3-(4-bromothiophen-3-yl)azetidine-1-carboxylate